4-(((S*)-3-amino-2-methylpropyl)amino)-2-((rac)-2,6-dioxopiperidin-3-yl)isoindoline-1,3-dione NC[C@@H](CNC1=C2C(N(C(C2=CC=C1)=O)[C@H]1C(NC(CC1)=O)=O)=O)C |o1:2,&1:15|